α'-diphenylamino-p-xylene C1(=CC=CC=C1)N(CC1=CC=C(C=C1)C)C1=CC=CC=C1